dibromodimethyl-silane Br[Si](C)(C)Br